O1C=C(C=C1)C1=NN2C(C(N1C(C)C)=O)=NC=C2C=2N=CNC2 2-(Furan-3-yl)-7-(1H-imidazol-4-yl)-3-isopropylimidazo[2,1-f][1,2,4]triazin-4(3H)-one